CO[C@H]1CC2=CC=3CCCC3C(=C2C1)NC(=O)N=[S@@](=O)(N)C=1C=NN2C1OCC(C2)(C)C (S)-N'-(((S)-2-methoxy-1,2,3,5,6,7-hexahydro-s-indacen-4-yl)carbamoyl)-6,6-dimethyl-6,7-dihydro-5H-pyrazolo[5,1-b][1,3]oxazine-3-sulfonimidamide